N-[3-chloro-4-(piperazine-1-carbonyl)phenyl]-5-[2,3-difluoro-4-[1-(3-methoxypropyl)-3-methyl-pyrazol-4-yl]phenyl]-1-methyl-imidazole-2-carboxamide ClC=1C=C(C=CC1C(=O)N1CCNCC1)NC(=O)C=1N(C(=CN1)C1=C(C(=C(C=C1)C=1C(=NN(C1)CCCOC)C)F)F)C